N1(CCC=CC1)C=1C2=C(N(C(N1)S(=O)(=O)C)C)C(=C(N=C2C)C2=CC(=CC1=CC=C(C(=C21)C#C[Si](C(C)C)(C(C)C)C(C)C)F)OCOC)F 4-(3,6-dihydropyridine-1(2H)-yl)-8-fluoro-7-(7-fluoro-3-(methoxymethoxy)-8-[(triisopropylsilyl)ethynyl]naphthalene-1-yl)-5-methyl-Methyl-2-(methylsulfonyl)pyrido[4,3-d]pyrimidine